2,2-di(4-methoxyphenyl)-5-(2-(2-hydroxyethoxy)ethoxycarbonyl)-6-phenyl-[2H]-naphtho[1,2-b]pyran COC1=CC=C(C=C1)C1(C=CC2=C(O1)C1=CC=CC=C1C(=C2C(=O)OCCOCCO)C2=CC=CC=C2)C2=CC=C(C=C2)OC